(R)-1-(2-chloropyridin-3-yl)ethyl (4-(5-(2-cyanoisonicotinamido)pyridin-2-yl)-1-methyl-1H-1,2,3-triazol-5-yl)carbamate C(#N)C=1C=C(C(=O)NC=2C=CC(=NC2)C=2N=NN(C2NC(O[C@H](C)C=2C(=NC=CC2)Cl)=O)C)C=CN1